C1(=CC=CC=C1)P(C1=CC=CC=C1)C(C)P(C1=CC=CC=C1)C1=CC=CC=C1.[Ni] nickel(0) bisdiphenylphosphinoethane